C(C=1C(N(C=C(C1)B1OC(C(O1)(C)C)(C)C)C)=O)([2H])([2H])[2H] 3-(2H3)methyl-1-methyl-5-(tetramethyl-1,3,2-dioxa-borolan-2-yl)-1,2-dihydropyridin-2-one